C(C)(C)(C)OC(=O)N1C[C@@H](N(CC1)C1=C(C=C(C=C1)[N+](=O)[O-])CO)CO (R)-3-(Hydroxymethyl)-4-(2-(Hydroxymethyl)-4-nitrophenyl)piperazine-1-carboxylic acid tert-butyl ester